C1=CC=C2C=CC=C3C(C=4C=CC=CC4C1=C23)=O benzo[de]anthracene-7-one